(S)-2-(6-(((2-(((3,4-dihydroxyphenoxy)carbonyl)(methyl)amino)ethyl)(methyl)carbamoyl)oxy)benzo[d]thiazol-2-yl)-4,5-dihydrothiazole-4-carboxylic acid OC=1C=C(OC(=O)N(CCN(C(=O)OC2=CC3=C(N=C(S3)C=3SC[C@@H](N3)C(=O)O)C=C2)C)C)C=CC1O